COC(C1CO1)=O methyl-2,3-epoxypropionate